(S)-(1-(3-chloro-4-iodopyridin-2-yl)pyrrolidin-3-yl)methanol ClC=1C(=NC=CC1I)N1C[C@H](CC1)CO